N,N-dimethyl-2-ethylhexane-1-amine CN(CC(CCCC)CC)C